FC=1C=C(CN2C(NC(CC2)=O)=O)C=C(C1N1CCN(CC1)C(C)(C)C1CCNCC1)F 1-(3,5-difluoro-4-(4-(2-(piperidin-4-yl)propan-2-yl)piperazin-1-yl)benzyl)dihydropyrimidine-2,4(1H,3H)-dione